2,2-bis[3-(3-Aminobenzamido)-4-hydroxyphenyl]hexafluoropropane NC=1C=C(C(=O)NC=2C=C(C=CC2O)C(C(F)(F)F)(C(F)(F)F)C2=CC(=C(C=C2)O)NC(C2=CC(=CC=C2)N)=O)C=CC1